CN1CCN(CC1)C1=NC=CC(=N1)C(=O)N 2-(4-methylpiperazin-1-yl)pyrimidine-4-carboxamide